N1=CC(=CC=C1)C=1C=CC=C2C(=NC=NC12)N[C@H](CN1CCN(CC1)S(=O)(=O)C1=CN=C(S1)N)C 5-[4-[(2S)-2-[(8-pyridin-3-ylquinazolin-4-yl)amino]propyl]piperazin-1-yl]sulfonyl-1,3-thiazol-2-amine